7,8-Difluoro-6,11-Dihydrodibenzo[b,e]Selenepin-11-yl Methanesulfonate CS(=O)(=O)OC1C2=C([Se]CC3=C1C=CC(=C3F)F)C=CC=C2